4-(2,6-difluoro-4-methoxyphenyl)-N-(4-fluoro-2-nitrophenyl)-1,3-dimethyl-1H-pyrazol-5-amine FC1=C(C(=CC(=C1)OC)F)C=1C(=NN(C1NC1=C(C=C(C=C1)F)[N+](=O)[O-])C)C